N1(N=CN=C1)C1CN(C1)C=1C2=C(N=C(N1)OCC13CCCN3CCC1)C(=C(N=C2)C2=CC=CC1=CC=CC(=C21)F)F 4-(3-(1H-1,2,4-triazol-1-yl)azetidin-1-yl)-8-fluoro-7-(8-fluoronaphthalen-1-yl)-2-((hexahydro-1H-pyrrolizin-7a-yl)methoxy)pyrido[4,3-d]pyrimidine